(6R)-2-amino-N-(1H-pyrrolo[2,3-b]pyridin-4-ylmethyl)-N-((5-(trifluoromethyl)-2-pyridinyl)methyl)-5,6,7,8-tetrahydro-6-quinolinecarboxamide NC1=NC=2CC[C@H](CC2C=C1)C(=O)N(CC1=NC=C(C=C1)C(F)(F)F)CC1=C2C(=NC=C1)NC=C2